dimethyl L-glutamate (((2,5-dioxopyrrolidin-1-yl)oxy)carbonyl)-dimethyl-L-glutamate O=C1N(C(CC1)=O)OC(=O)[C@](N(C)C)(CCC(=O)O)C(=O)O.N[C@@H](CCC(=O)OC)C(=O)OC